Naphthaleneglycidyl Ether C1(=CC=CC2=CC=CC=C12)C1C(COCC2C(O2)C2=CC=CC3=CC=CC=C23)O1